2-((2S)-4-((1R)-4-chloro-2'-(1-((S)-1-methylpyrrolidin-2-yl)ethoxy)-2,3,5',8'-tetrahydro-6'H-spiro[indene-1,7'-quinazolin]-4'-yl)-1-(2-fluoroacryloyl)piperazin-2-yl)acetonitrile ClC1=C2CC[C@@]3(CCC=4C(=NC(=NC4C3)OC(C)[C@H]3N(CCC3)C)N3C[C@@H](N(CC3)C(C(=C)F)=O)CC#N)C2=CC=C1